(2S,4R)-4-fluoro-N-[(S)-phenyl[4-(propan-2-yl)phenyl]methyl]-1-[2-(4H-1,2,4-triazol-3-yl)acetyl]pyrrolidine-2-carboxamide F[C@@H]1C[C@H](N(C1)C(CC1=NN=CN1)=O)C(=O)N[C@H](C1=CC=C(C=C1)C(C)C)C1=CC=CC=C1